CC1(CC=CC(C1C(=O)OCC)=C)C ethyl 6,6-dimethyl-2-methylenecyclohex-3-ene-1-carboxylate